2-(2-Butoxy-4-(4,4,5,5-tetramethyl-1,3,2-dioxaborolan-2-yl)phenyl)acetic acid C(CCC)OC1=C(C=CC(=C1)B1OC(C(O1)(C)C)(C)C)CC(=O)O